CN(CCNC=1N=C(C2=C(N1)N=C(C(=C2)F)C2=C(C=CC=C2OC)F)N2[C@@H](CN(CC2)C(=O)OC(C)(C)C)C)C tert-butyl (3R)-4-(2-((2-(dimethylamino)ethyl)amino)-6-fluoro-7-(2-fluoro-6-methoxyphenyl)pyrido[2,3-d]pyrimidin-4-yl)-3-methylpiperazine-1-carboxylate